3-((2-fluorobenzyl)amino)-5-(3-methylbenzyl)-4H-benzo[e][1,2,4]thiadiazine 1,1-dioxide FC1=C(CNC2=NS(C3=C(N2)C(=CC=C3)CC3=CC(=CC=C3)C)(=O)=O)C=CC=C1